NCCOCCOCCOCC=1N=NN(C1)CCOC1=CC=C(C=C1)C[C@@H](COCC)N1C=NC=2C(=NC=3C=CC=CC3C21)N (S)-1-(1-(4-(2-(4-((2-(2-(2-aminoethoxy)ethoxy)ethoxy)methyl)-1H-1,2,3-triazol-1-yl)ethoxy)phenyl)-3-ethoxypropan-2-yl)-1H-imidazo[4,5-c]quinolin-4-amine